2-methylpentyl 2-methylpentanoate CC(C(=O)OCC(CCC)C)CCC